1-[3-(hydroxyethyl)-6-[5-[(5-methylpyrimidin-2-yl)amino]benzimidazol-1-yl]-2-pyridyl]-5-methyl-pyrazole-3-carbonitrile OCCC=1C(=NC(=CC1)N1C=NC2=C1C=CC(=C2)NC2=NC=C(C=N2)C)N2N=C(C=C2C)C#N